ClCC1=CC=2N(N=C1)C=C(N2)[C@H]([C@@H](CC)C2=CC=C(C=C2)F)NC(OCC2=CC=CC=C2)=O benzyl ((1S,2S)-1-(7-(chloromethyl)imidazo[1,2-b]pyridazin-2-yl)-2-(4-fluorophenyl)butyl)carbamate